CN(C1CC=C(CC1)C1=CN=C(C=2N1C(=NC2C2=CC=C(C1=CC=CC=C21)CC2=NC1=C(N2)C=CC=C1C)C(C)C)N)CCC(F)(F)F 5-{4-[Methyl-(3,3,3-trifluoropropyl)-amino]-cyclohex-1-en-1-yl}-1-{4-[(4-methyl-1H-1,3-benzodiazol-2-yl)-methyl]-naphthalin-1-yl}-3-(propan-2-yl)-imidazo[1,5-a]pyrazin-8-amin